N1C=C(C=2C1=NC=CC2)CC[C@@H]2N(CCC1=CC(=C(C=C21)OCC)OC)C=O (S)-1-(2-(1H-pyrrolo[2,3-b]pyridin-3-yl)ethyl)-7-eth-oxy-6-methoxy-3,4-dihydroisoquinoline-2(1H)-formaldehyde